C(CCCC)NS(=O)(=O)C1=CC=C(C=C1)C N-pentyl-4-methylbenzenesulfonamide